7-methyl-5-(1H-pyrrole-2-carbonyl)-4,5,6,7-tetrahydro-1H-pyrazolo[4,3-c]Pyridine-3-carboxylic acid ethyl ester C(C)OC(=O)C1=NNC2=C1CN(CC2C)C(=O)C=2NC=CC2